((2'-chloro-[2,4'-bipyrimidin]-4-yl)ethynyl)-3-fluoro-1H-indazole-1-carboxylic acid tert-butyl ester C(C)(C)(C)OC(=O)N1N=C(C2=C(C=CC=C12)C#CC1=NC(=NC=C1)C1=NC(=NC=C1)Cl)F